4-((E)-3-(3-((((1S,2R)-2-(4-fluorophenyl)cyclopropyl)amino)methyl)azetidin-1-yl)-3-oxoprop-1-en-1-yl)-N-hydroxybenzamide FC1=CC=C(C=C1)[C@@H]1[C@H](C1)NCC1CN(C1)C(/C=C/C1=CC=C(C(=O)NO)C=C1)=O